C(=C)C1=CC=[N+](C=C1)[O-] 4-vinylpyridine-1-oxide